difluoromethyl-triflic acid FC(F)OS(=O)(=O)C(F)(F)F